4-(6,8-dichloro-2H-chromen-4-yl)-1H-imidazole ClC=1C=C2C(=CCOC2=C(C1)Cl)C=1N=CNC1